COC=1C(=CC2=CN(N=C2C1)C1CCC(CC1)N1C(CCC1)=O)C(=O)NC=1C(N(C=CC1)C)=O 6-Methoxy-N-(1-methyl-2-oxo-1,2-dihydropyridin-3-yl)-2-((1r,4r)-4-(2-oxopyrrolidin-1-yl)cyclohexyl)-2H-indazole-5-carboxamide